C(#N)C1=CC=C(C=C1)C=1N(C(=CN1)C(F)(F)F)CC1=C(OCCC[C@H](CC(=O)OCC)C)C=CC=C1 ethyl (R)-6-(2-((2-(4-cyanophenyl)-5-(trifluoromethyl)-1H-imidazol-1-yl)methyl)phenoxy)-3-methylhexanoate